Tert-butyl (7-fluoro-1,5-dimethyl-4-oxo-4,5-dihydro-1H-pyrrolo[3,2-c]pyridin-3-yl)carbamate FC=1C2=C(C(N(C1)C)=O)C(=CN2C)NC(OC(C)(C)C)=O